4-(2,6-dimethylpyridin-4-yl)-1-(5-(isopropylthio)-4-(4-methoxyphenyl)thiazol-2-yl)-3-methyl-1H-pyrazole-5-carboxylic acid CC1=NC(=CC(=C1)C=1C(=NN(C1C(=O)O)C=1SC(=C(N1)C1=CC=C(C=C1)OC)SC(C)C)C)C